cyclopentyl-6-methyl-4-[(1-methylcyclopropyl)amino]furo[2,3-d]pyrimidine-5-carboxamide C1(CCCC1)C=1N=C(C2=C(N1)OC(=C2C(=O)N)C)NC2(CC2)C